(S)-2-amino-4-(bis(2-(3-chlorobenzoylamino)benzyl)amino)butanoic acid N[C@H](C(=O)O)CCN(CC1=C(C=CC=C1)NC(C1=CC(=CC=C1)Cl)=O)CC1=C(C=CC=C1)NC(C1=CC(=CC=C1)Cl)=O